[Cl-].C(CCCCCCCCCCC)N1C=[N+](C=C1)C 1-dodecyl-3-methylimidazolium chloride